C1(=CC=CC=C1)C=1C=CC=2N(C3=CC=C(C=C3C2C1)C1=CC=CC=C1)C1=C(C(=C(C(=C1N1C2=CC=C(C=C2C=2C=C(C=CC12)C1=CC=CC=C1)C1=CC=CC=C1)C#N)N1C2=CC=C(C=C2C=2C=C(C=CC12)C1=CC=CC=C1)C1=CC=CC=C1)N1C2=CC=C(C=C2C=2C=C(C=CC12)C1=CC=CC=C1)C1=CC=CC=C1)C#N 2,3,5,6-tetrakis(3,6-diphenyl-carbazol-9-yl)-1,4-dicyanobenzene